tert-butyl (1-(4-chlorophenyl)cyclopropyl)carbamate ClC1=CC=C(C=C1)C1(CC1)NC(OC(C)(C)C)=O